BrC=1C=C(C=2C(C(NC2C1)=O)(C)C)C=O 6-bromo-3,3-dimethyl-2-oxoindoline-4-carbaldehyde